NC1=NC=CC=C1C1=NC=2C(=NC(=CC2)NC(OC(C)(C)C)=O)N1C1=CC=C(C=C1)CO tert-butyl (2-(2-aminopyridin-3-yl)-3-(4-(hydroxy methyl)phenyl)-3H-imidazo[4,5-b]pyridin-5-yl)carbamate